C1(CC1)CCN(C1=C2CN(C(C2=CC=C1)=O)C1C(NC(CC1)=O)=O)C1CCC(CC1)NCCC(F)F 3-{4-[(2-cyclopropylethyl)({4-[(3,3-difluoropropyl)amino]cyclohexyl})amino]-1-oxo-3H-isoindol-2-yl}piperidine-2,6-dione